1-(4-aminopiperidin-1-yl)-2-methoxyethan-1-one hydrochloride Cl.NC1CCN(CC1)C(COC)=O